Dipropyldisulphide C(CC)SSCCC